C(C)S(=O)(=O)C1=CC=C(C=C1)S(=O)(=O)NC1=C(C(=O)NC23CC(C2)(C3)C(F)(F)F)C=CC(=C1)C(F)(F)F 2-((4-(ethylsulfonyl)phenyl)sulfonamido)-4-(trifluoromethyl)-N-(3-(trifluoromethyl)bicyclo[1.1.1]pentan-1-yl)benzamide